rel-tert-butyl ((1R,4S,6S)-3-oxo-2-azabicyclo[4.2.1]nonan-4-yl)carbamate O=C1N[C@@H]2CC[C@H](C[C@@H]1NC(OC(C)(C)C)=O)C2 |o1:3,6,8|